N'-(O-(tert-butyldimethylsilyl)-N-(3-chloro-4-cyano-2-methylphenyl)-D-threonyl)-4-(((tert-butyldimethyl-silyl)oxy)methyl)benzohydrazide [Si](C)(C)(C(C)(C)C)O[C@H]([C@@H](NC1=C(C(=C(C=C1)C#N)Cl)C)C(=O)NNC(C1=CC=C(C=C1)CO[Si](C)(C)C(C)(C)C)=O)C